N-BENZOYL-PHENYLALANIN C(C1=CC=CC=C1)(=O)N[C@@H](CC1=CC=CC=C1)C(=O)O